ClC=1C=C(C=CC1F)C(=O)N1C(C=2N(CC1)C(=NN2)C2=NC(=NS2)C)C (3-chloro-4-fluorophenyl)(8-methyl-3-(3-methyl-1,2,4-thiadiazol-5-yl)-5,6-dihydro-[1,2,4]triazolo[4,3-a]pyrazin-7(8H)-yl)methanone